6-fluoro-5-(4-((6-fluoro-3-methyl-2-oxo-2,3-dihydro-1H-pyrrolo[1,2,3-de]quinoxalin-8-yl)methyl)piperazin-1-yl)-N-methylpyridinecarboxamide FC1=C(C=CC(=N1)C(=O)NC)N1CCN(CC1)CC=1C=C2C=3N(C(C(NC3C1)=O)C)C=C2F